ClC1=C(CSC2=CC=CC=C12)C=O 4-Chloro-2H-thiochromene-3-carbaldehyde